2-[(6-bromo-4-oxo-3H-phthalazin-1-yl)methyl]isoindoline-1,3-dione BrC=1C=C2C(NN=C(C2=CC1)CN1C(C2=CC=CC=C2C1=O)=O)=O